BrC1=CC(=C(C(=C1)C(F)(F)F)N1C[C@@H](CC1)NC(C1=C(C(=NC(=C1)C)OC)F)=O)C(=O)N1CCOCC1 (R)-N-(1-(4-bromo-2-(morpholine-4-carbonyl)-6-(trifluoromethyl)phenyl)pyrrolidin-3-yl)-3-fluoro-2-methoxy-6-methylisonicotinamide